17-((5-(5H-pyrido[4,3-b]indol-7-yl)pyridin-2-yl)oxy)-3,6,9,12,15-pentaoxaheptadecane C1=NC=CC=2NC=3C=C(C=CC3C21)C=2C=CC(=NC2)OCCOCCOCCOCCOCCOCC